N-decanoyl-N-methyl-glucamine C(CCCCCCCCC)(=O)N(C[C@H](O)[C@@H](O)[C@H](O)[C@H](O)CO)C